(2R,3S,4S,5S,6R)-3,4,5-trihydroxy-6-((phosphonooxy)methyl)tetrahydro-2H-pyran O[C@H]1CO[C@@H]([C@H]([C@H]1O)O)COP(=O)(O)O